triazine-2-amine hydrochloride Cl.N1N(N=CC=C1)N